O[C@H](CONC1CN(C1)C1=CC(=C2C(C(=CN(C2=N1)C1=NC=NS1)C(=O)O)=O)C)CO 7-(3-{[(2S)-2,3-dihydroxypropoxy]amino}azetidin-1-yl)-5-methyl-4-oxo-1-(1,2,4-thiadiazol-5-yl)-1,4-dihydro-1,8-naphthyridine-3-carboxylic acid